5-(1-methylpyrazol-4-yl)2-naphthoylguanidine CN1N=CC(=C1)C1=C2C=CC(=CC2=CC=C1)C(=O)NC(=N)N